C12CN(CC(CC1)N2)C=2N=C(C(=C1C(=C(N=CC21)C2=CC(=CC1=CC=C(C(=C21)C#C)F)O)F)C)CCCC(C)(C)O 4-[8-(3,8-diazabicyclo[3.2.1]octan-3-yl)-4-fluoro-6-(4-hydroxy-4-methyl-pentyl)-5-methyl-2,7-naphthyridin-3-yl]-5-ethynyl-6-fluoro-naphthalen-2-ol